C(/C1=CC=CC=C1)=C/1\C(NC2=C(S1)C=CC(=C2)S(=O)(=O)CC2=C(C=CC=C2Br)Br)=O (Z)-2-benzylidene-6-((2,6-dibromobenzyl)sulfonyl)-2H-benzo[b][1,4]thiazin-3(4H)-one